tin-zinc-iron [Fe].[Zn].[Sn]